BrC1=CC(=C(C(=C1)F)[C@H]1N([C@@H](CC2=C(C(=CC=C12)NS(=O)(=O)CC)F)C)CC(C)(C)F)F N-((1S,3R)-1-(4-bromo-2,6-difluorophenyl)-5-fluoro-2-(2-fluoro-2-methylpropyl)-3-methyl-1,2,3,4-tetrahydroisoquinolin-6-yl)ethanesulfonamide